ClC1=CC(=C(C=C1)CNC(=O)C=1C(C(=C2N(C[C@@H]3N(C2=O)[C@H]2CC[C@@H]3C2)C1)O)=O)F (1R,4S,12aR)-N-(4-chloro-2-fluorophenylmethyl)-7-hydroxy-6,8-dioxo-1,2,3,4,6,8,12,12a-octahydro-1,4-methanodipyrido[1,2-a:1',2'-d]pyrazine-9-carboxamide